N-cyclopropyl-2-(4-cyclopropyl-6-methoxypyrimidin-5-yl)-N-(4-(1-isopropyl-4-(trifluoro-methyl)-1H-imidazol-2-yl)benzyl)-7-(tetrahydro-2H-pyran-2-yl)-7H-purin-6-amine C1(CC1)N(C1=C2N(C=NC2=NC(=N1)C=1C(=NC=NC1OC)C1CC1)C1OCCCC1)CC1=CC=C(C=C1)C=1N(C=C(N1)C(F)(F)F)C(C)C